ClC=1C=C2C(=C(C(=NC2=C(C1)C(C)NC1=C(C(=O)O)C=CC=C1)C1CCOCC1)C)C#N 2-[1-(6-chloro-4-cyano-3-methyl-2-tetrahydropyran-4-yl-8-quinolyl)ethylamino]benzoic acid